(5RS)-5-(Pyrrolidin-1-ylcarbonyl)-2-{[6-(trifluoromethyl)pyridin-3-yl]methyl}-5,6,7,8-tetrahydro[1,2,4]triazolo[4,3-a]pyridin-3(2H)-on N1(CCCC1)C(=O)[C@H]1CCCC=2N1C(N(N2)CC=2C=NC(=CC2)C(F)(F)F)=O |r|